FC(N1N=CC(=C1)C=1C=C(C=C(C1)C=1SC=CC1)[C@@H](C)NC(C1=C(C=CC(=C1)OCCN(C)C)C)=O)F (R)-N-(1-(3-(1-(difluoromethyl)-1H-pyrazol-4-yl)-5-(thiophen-2-yl)phenyl)ethyl)-5-(2-(dimethylamino)ethoxy)-2-methylbenzamide